2-(trifluoromethoxy)ethanamine FC(OCCN)(F)F